2-(3,5-dichloro-4-(4-hydroxy-3-isopropylbenzyl)phenoxy)-N-(pyridin-3-yl)acetamide ClC=1C=C(OCC(=O)NC=2C=NC=CC2)C=C(C1CC1=CC(=C(C=C1)O)C(C)C)Cl